C(C)[Si]1(CCC1)C 1-ethyl-1-methyl-silacyclobutane